(2R,7aS)-2-((tert-butyldiphenylsilyl)oxy)tetrahydro-1H-pyrrolizine [Si](C1=CC=CC=C1)(C1=CC=CC=C1)(C(C)(C)C)O[C@@H]1CC2=CCCN2C1